[3-(2-fluoranylethoxy)-5-fluoro-phenyl]methanone FCCOC=1C=C(C=C(C1)F)C=O